(S)-1',1'-Difluoro-2-(5-fluoro-2-pyridyl)-3-(1H-pyrazolo[3,4-b]pyridin-4-yl)spiro[4,6-dihydropyrrolo[1,2-b]pyrazole-5,2'-cyclopropane] FC1([C@]2(C1)CC=1N(N=C(C1C1=C3C(=NC=C1)NN=C3)C3=NC=C(C=C3)F)C2)F